NC=1C=C(CN2C(C3=CC=C(C=C3C=N2)S(=O)(=O)C=2C=NC=CC2)=O)C=CC1 2-(3-aminobenzyl)-6-(pyridin-3-ylsulfonyl)phthalazin-1(2H)-one